Cl.C[C@@]1(C(NC(CC1)=O)=O)N1C(N(C2=C1C=CC(=C2)C2CCNCC2)C)=O (R)-3-methyl-3-(3-methyl-2-oxo-5-(piperidin-4-yl)-2,3-dihydro-1H-benzo[d]imidazol-1-yl)piperidine-2,6-dione hydrochloride